N(N)CC(C)(O)C hydrazino-2-methylpropan-2-ol